C(C)C1=C(C(=CC=C1F)C1=CC(=NC=C1)OC)NC(=O)N=[S@](=O)(N)C=1C=NN2C1OCCC2 (R)-N'-((2-ethyl-3-fluoro-6-(2-methoxypyridin-4-yl)phenyl)carbamoyl)-6,7-dihydro-5H-pyrazolo[5,1-b][1,3]oxazine-3-sulfonimidamide